1-(3-chlorophenyl)ethan-1-one ClC=1C=C(C=CC1)C(C)=O